C1(=CC=CC=C1)C=1C(=C(C=CC1)[2H])[N+](=O)[O-] phenylnitrobenzene-d